CC(CC(=O)O)CCCC 3-METHYLHEPTANOIC ACID